N'-(iminodi-2,1-ethanediyl)bis-glycine N(CCNCC(=O)O)CCNCC(=O)O